8a-Ethyl-8,8a-dihydro-4H-thieno[2,3-a]pyrrolizine-4,7(6H)-dione C(C)C12CC(CN2C(C2=C1SC=C2)=O)=O